[Pd+](Cl)Cl.C1(=CC=CC=C1)P(C1=CC=CC=C1)C1=CC=CC=C1.C1(=CC=CC=C1)P(C1=CC=CC=C1)C1=CC=CC=C1 bis(triphenylphosphine) palladium (III) dichloride